BrC1=C(N=C2N(C1=O)C=CC=C2C2=CC=C(C(=O)NCC1COC1)C=C2)C(F)(F)F 4-(3-bromo-4-oxo-2-(trifluoromethyl)-4H-pyrido[1,2-a]pyrimidin-9-yl)-N-(oxetan-3-ylmethyl)benzamide